C(C)(C)(C)OC(=O)N1CCC(CC1)C=1OC2=C(C=C(C=C2C(C1)=O)C)C(C)NC1=C(C(=O)O)C=CC=C1 2-[1-[2-(1-tert-butoxycarbonyl-4-piperidyl)-6-methyl-4-oxo-chromen-8-yl]ethylamino]benzoic acid